3-((2-naphthamido)methyl)-N-((R)-3-methyl-1-((3aS,4S,6S,7aR)-3a,5,5-trimethylhexaHydro-4,6-methanobenzo[d][1,3,2]dioxaborol-2-yl)butyl)-4,5-dihydroisoxazole-5-carboxamide C1=C(C=CC2=CC=CC=C12)C(=O)NCC1=NOC(C1)C(=O)N[C@@H](CC(C)C)B1O[C@@]2([C@H](O1)C[C@H]1C([C@@H]2C1)(C)C)C